C1(=CC=C(C=C1)C[N+]1=CN([C@H]2[C@H](O)[C@H](O)[C@@H](CO)O2)C=2N=C(NC(C12)=O)N)C1=CC=CC=C1 N7-([1,1'-biphenyl]-4-ylmethyl)-guanosine